N-[2-fluoro-4-methoxy-5-[2-methyl-6-(1-methylpyrazol-4-yl)-1-oxoisoquinolin-4-yl]phenyl]ethanesulfonamide FC1=C(C=C(C(=C1)OC)C1=CN(C(C2=CC=C(C=C12)C=1C=NN(C1)C)=O)C)NS(=O)(=O)CC